CC1=CC=2N(N=C1N1C(C=3C=C(C=NC3CC1([2H])[2H])C1=CC=NN1C)([2H])[2H])C(C=CN2)=O 8-methyl-7-(3-(1-methyl-1H-pyrazol-5-yl)-7,8-dihydro-1,6-naphthyridin-6(5H)-yl-5,5,7,7-d4)-4H-pyrimido[1,2-b]pyridazin-4-one